(S)-N-((S)-(3-chloro-2,4-difluorophenyl)((trans)-5-(trifluoromethyl)-tetrahydrofuran-3-yl)methyl)-2-oxoimidazolidine-4-carboxamide ClC=1C(=C(C=CC1F)[C@@H](NC(=O)[C@H]1NC(NC1)=O)[C@@H]1CO[C@H](C1)C(F)(F)F)F